IC=1C=NN(C1)CCCC#CC1=C2CN(C(C2=CC=C1)=O)C1C(NC(CC1)=O)=O 3-(4-(5-(4-iodo-1H-pyrazol-1-yl)pent-1-yn-1-yl)-1-oxoisoindolin-2-yl)piperidine-2,6-dione